Cl.NCC(=O)C1=C(C=CC=C1)OC 2-amino-1-(2-methoxyphenyl)ethanone hydrochloride